CC1=CC=C(C=C1)S(=O)(=O)NC1=CC=C(C2=CC=CC=C12)N([C@H](CC(=O)O)C)CC#C (S)-3-((4-((4-methylphenyl)sulfonamido)naphthalen-1-yl)(prop-2-yn-1-yl)amino)butanoic acid